C=1N=CN2C1C=CC(=C2)C#CC2=NC(=NC=C2)C2=NC(=NC=C2)NC2CCC(CC2)O (1s,4s)-4-((4-(Imidazo[1,5-a]pyridin-6-ylethynyl)-[2,4'-bipyrimidin]-2'-yl)amino)cyclohexanol